OC1CC(COC1)C(=O)OCC1=CC=CC=C1 Benzyl 5-hydroxytetrahydro-2H-pyran-3-carboxylate